tert-butyl 4-[2-tetrahydropyran-4-yl-5-(2-trimethylsilylethoxymethyl)pyrrolo[2,3-b]pyrazin-7-yl]piperidine-1-carboxylate O1CCC(CC1)C=1N=C2C(=NC1)N(C=C2C2CCN(CC2)C(=O)OC(C)(C)C)COCC[Si](C)(C)C